2-azido-1,3-dipropyl-4,5-dihydro-1H-imidazol-3-ium hexafluorophosphate F[P-](F)(F)(F)(F)F.N(=[N+]=[N-])C=1N(CC[N+]1CCC)CCC